S(N)(OC[C@H]1OC(O[C@@H]1C1=C(C=CC=C1)N)C1=CC=CC=C1)(=O)=O ((4R,5R)-5-(2-aminophenyl)-2-phenyl-1,3-dioxolan-4-yl)methyl sulfamate